CN1N=NC2=C1C=C(C=C2)CCC2=C1C=C(N=CC1=C(N=C2)NC)NC(=O)C2CC2 N-(5-(2-(1-methyl-1H-benzo[d][1,2,3]triazol-6-yl)ethyl)-8-(methylamino)-2,7-naphthyridin-3-yl)cyclopropanecarboxamide